3-butyl-3-ethyl-8-(hydroxymethyl)-7-(methylsulfanyl)-5-phenyl-2,3,4,5-tetrahydro-1,5-benzothiazepine 1,1-dioxide C(CCC)C1(CS(C2=C(N(C1)C1=CC=CC=C1)C=C(C(=C2)CO)SC)(=O)=O)CC